CC(CO)(CC1=CC(=CC=C1)C)C 2,2-Dimethyl-3-(3-methylphenyl)propanol